6-((5-chloro-1-methyl-1H-pyrazol-3-yl)amino)-4-((3-(5-fluoropyrimidin-2-yl)-2-methoxyphenyl)amino)-N-(methyl-d3)nicotinamide ClC1=CC(=NN1C)NC1=NC=C(C(=O)NC([2H])([2H])[2H])C(=C1)NC1=C(C(=CC=C1)C1=NC=C(C=N1)F)OC